CN(C(/C=C/CC[C@@H](C(=O)NC=1C(N(C=CC1)CC(=O)NC1C2CC3CC(CC1C3)C2)=O)NC(OC(C)(C)C)=O)=O)C (S,E)-tert-butyl 7-(dimethylamino)-1-(1-(2-(2-adamantylamino)-2-oxoethyl)-2-oxo-1,2-dihydropyridin-3-ylamino)-1,7-dioxohept-5-en-2-ylcarbamate